(3S,5S)-3-{[6-(5-acetylthiophen-2-yl)-8-carbamoyl-pyrido[3,2-d]pyrimidin-4-yl]amino}-5-fluoropiperidin-1-carboxylic acid tert-butyl ester C(C)(C)(C)OC(=O)N1C[C@H](C[C@@H](C1)F)NC=1C2=C(N=CN1)C(=CC(=N2)C=2SC(=CC2)C(C)=O)C(N)=O